N-(4-methyl-1,3-thiazol-2-yl)piperidine-1-carboxamide CC=1N=C(SC1)NC(=O)N1CCCCC1